ClC1=CC2=C(N(C(N=C2N2C(CN(CC2C)C(=O)[O-])C)=O)C=2C(=NC=CC2C)C(C)C)N=C1Cl 4-(6,7-dichloro-1-(2-isopropyl-4-methylpyridin-3-yl)-2-oxo-1,2-dihydropyrido[2,3-d]pyrimidin-4-yl)-3,5-dimethylpiperazine-1-carboxylate